CN(C1=C2N=CN(C2=NC(=N1)F)\C(\C(=O)OCC)=C/OC1OC(C(=C1)C)=O)C ethyl (Z)-2-[6-(dimethylamino)-2-fluoro-purin-9-yl]-3-[(4-methyl-5-oxo-2H-furan-2-yl)oxy]prop-2-enoate